7-Fluoro-1-(2-{6-[5-(3-hydroxy-oxetan-3-yl)-4-methoxy-thiophen-2-yl]-pyrimidin-4-ylamino}-ethyl)-4-methoxy-1H-indole-2-carbonitrile FC=1C=CC(=C2C=C(N(C12)CCNC1=NC=NC(=C1)C=1SC(=C(C1)OC)C1(COC1)O)C#N)OC